C1(CCC1)C(CC#N)=O 3-cyclobutyl-3-oxo-propionitrile